C(C)(C)(C)OC(=O)C=1C(=NC(=CC1)N1N=C(C=C1)OCC12CC(C1)C2)Cl 6-[3-(3-bicyclo[1.1.1]pentanylmethoxy)pyrazol-1-yl]-2-chloro-pyridine-3-carboxylic acid tert-butyl ester